N-(5-((5-chloro-4-((2-((4-methylphenyl)sulfonamido)phenyl)amino)pyrimidin-2-yl)amino)-2-((2-(dimethylamino)ethyl)(methyl)amino)-4-methoxyphenyl)acrylamide ClC=1C(=NC(=NC1)NC=1C(=CC(=C(C1)NC(C=C)=O)N(C)CCN(C)C)OC)NC1=C(C=CC=C1)NS(=O)(=O)C1=CC=C(C=C1)C